FC1=CC=C(C=C1)NC(=O)C1(C(C1)(C)C)C(=O)N N'-(4-fluorophenyl)-2,2-dimethyl-cyclopropane-1,1-dicarboxamide